FC(C1=NN=C(O1)C1=CC=C(CN2C(N(C3=C2C=C(C=C3)C3=CC(=CC=C3)F)C3CCN(CC3)C)=O)C=C1)F 3-(4-(5-(difluoromethyl)-1,3,4-oxadiazol-2-yl)benzyl)-5-(3-fluorophenyl)-1-(1-methylpiperidin-4-yl)-1,3-dihydro-2H-benzo[d]imidazol-2-one